N-(3-((2-((2-ethyl-4-(5-methyl-2,5-diazabicyclo[2.2.1]heptan-2-yl)phenyl)amino)-5-(trifluoromethyl)pyrimidin-4-yl)amino)propyl)-N-methylcyclobutanecarboxamide C(C)C1=C(C=CC(=C1)N1C2CN(C(C1)C2)C)NC2=NC=C(C(=N2)NCCCN(C(=O)C2CCC2)C)C(F)(F)F